4-[6-[4-(4-isopropylpiperazin-1-yl)phenyl]-1-methyl-pyrrolo[3,2-b]pyridin-2-yl]-2-methoxy-benzonitrile C(C)(C)N1CCN(CC1)C1=CC=C(C=C1)C=1C=C2C(=NC1)C=C(N2C)C2=CC(=C(C#N)C=C2)OC